6-(3-(2-chloro-4-(methylsulfonyl)benzamido)phenyl)-N-((1,2-dihydro-4,6-dimethyl-2-oxo-pyridine-3-yl)methyl)-1-isopropyl-1H-indazole-4-carboxamide ClC1=C(C(=O)NC=2C=C(C=CC2)C=2C=C(C=3C=NN(C3C2)C(C)C)C(=O)NCC=2C(NC(=CC2C)C)=O)C=CC(=C1)S(=O)(=O)C